6-[5-[2-[[6-[2-(azetidin-1-yl)-2-oxoethoxy]-4-fluoro-2,3-dihydro-1H-inden-2-yl]methylamino]ethyl]-2-oxo-1,3-oxazolidin-3-yl]-4H-pyrazino[2,3-b][1,4]oxazin-3-one N1(CCC1)C(COC1=CC(=C2CC(CC2=C1)CNCCC1CN(C(O1)=O)C1=NC2=C(OCC(N2)=O)N=C1)F)=O